Tert-butyl 5-(2-(1-(3-bromo-5-methoxyphenyl)-1H-pyrazol-4-yl)propanamido)-3-cyclopropyl-1H-pyrazole-1-carboxylate BrC=1C=C(C=C(C1)OC)N1N=CC(=C1)C(C(=O)NC1=CC(=NN1C(=O)OC(C)(C)C)C1CC1)C